C(C1=CC=CC=C1)OC1=CC(=C(C=C1)NC1=C(C(=O)NC(C)C)C(=CC=C1)C)C1CC1 2-{[4-(Benzyloxy)-2-cyclopropylphenyl]amino}-6-methyl-N-(propan-2-yl)benzamide